C1(CCC1)C1=CC(=NN1)NC(CC1=CC=C(C=C1)OCC=1C=C2C(N(C(C2=CC1)=O)C1C(NC(CC1)=O)=O)=O)=O N-(5-cyclobutyl-1H-pyrazol-3-yl)-2-(4-((2-(2,6-dioxopiperidin-3-yl)-1,3-dioxoisoindolin-5-yl)methoxy)phenyl)acetamide